3-(methacryloyloxymethyl)-3-ethyl-oxetane C(C(=C)C)(=O)OCC1(COC1)CC